2-(pyrrolidin-2-yl)acetic acid HCl salt Cl.N1C(CCC1)CC(=O)O